[C@H]12N(C[C@H](NC1)C2)C=2C=1N(C=CC2)C(=CN1)N1C(NC(CC1)=O)=O 1-[8-[(1R,4R)-2,5-diazabicyclo[2.2.1]hept-2-yl]imidazo[1,2-a]pyridin-3-yl]hexahydropyrimidine-2,4-dione